7-(bromomethyl)-5-(3-fluorophenyl)-3-methylquinoxalin-2(1H)-one BrCC1=CC(=C2N=C(C(NC2=C1)=O)C)C1=CC(=CC=C1)F